3-fluoro-2-(6-isopropoxypyrid-3-yl)-5-nitrobenzonitrile FC=1C(=C(C#N)C=C(C1)[N+](=O)[O-])C=1C=NC(=CC1)OC(C)C